bis(triphenyl-sulfonium) methanedisulfonate C(S(=O)(=O)[O-])S(=O)(=O)[O-].C1(=CC=CC=C1)[S+](C1=CC=CC=C1)C1=CC=CC=C1.C1(=CC=CC=C1)[S+](C1=CC=CC=C1)C1=CC=CC=C1